FC=1C(=CC=2C3=C(C=NC2C1)N(C(C31CCC1)=O)C)C=1C=C(C(=NC1)N1CC(C1)NC)NS(=O)(=O)C1CC1 N-(5-(7'-Fluoro-3'-methyl-2'-oxo-2',3'-dihydrospiro[cyclobutane-1,1'-pyrrolo[2,3-c]quinolin]-8'-yl)-2-(3-(methylamino)azetidin-1-yl)pyridin-3-yl)cyclopropanesulfonamide